N-(1-(azetidin-1-ylmethyl)cyclopropyl)-1-(2-(trifluoromethoxy)phenoxy)cyclopropane-1-carboxamide N1(CCC1)CC1(CC1)NC(=O)C1(CC1)OC1=C(C=CC=C1)OC(F)(F)F